C(C)(C)(C)OC(=O)N1C[C@@H](CC1)O (R)-1-N-tert-butyloxycarbonyl-3-hydroxypyrrolidine